methyl 5-{2-[2-(1,3-dioxolan-2-yl)-3-[(4-methoxyphenyl) methoxy]phenyl]ethynyl}-2-methylpyrazole-3-carboxylate O1C(OCC1)C1=C(C=CC=C1OCC1=CC=C(C=C1)OC)C#CC=1C=C(N(N1)C)C(=O)OC